1,3,4,6,7,8-hexahydro-2H-pyrimido-(1,2-A)-pyrimidine N1C=2N(CCC1)CCCN2